tert-butyl (1-benzyl-2-oxo-3-(trifluoromethyl)-1,2,3,4-tetrahydroquinolin-6-yl)carbamate C(C1=CC=CC=C1)N1C(C(CC2=CC(=CC=C12)NC(OC(C)(C)C)=O)C(F)(F)F)=O